2-((2-(pyrrolidin-1-yl)ethyl)thio)-1,4-dihydroquinazoline dihydrochloride Cl.Cl.N1(CCCC1)CCSC=1NC2=CC=CC=C2CN1